N1=NN=CC2=C1C=CC=C2 benzo[d][1,2,3]triazine